CN1CCC(CC1)C(=O)OCN1C(=NC=2N(C(N(C(C12)=O)CCC)=O)CC)C=1C=NN(C1)CC1=CC(=CC=C1)C(F)(F)F (3-ethyl-2,6-dioxo-1-propyl-8-(1-(3-(trifluoromethyl)benzyl)-1H-pyrazol-4-yl)-1,2,3,6-tetrahydro-7H-purin-7-yl)methyl 1-methylpiperidine-4-carboxylate